C1(CCCCC1)NC(=S)NCC(C1=CNC2=CC=CC=C12)C1=CNC2=CC=CC=C12 1-cyclohexyl-3-(2,2-bis(1H-indol-3-yl)ethyl)thiourea